3-oxazolin-2-one O1C(N=CC1)=O